(S)-(-)-2-Hydroxy-1,2,2-triphenylethylacetate OC([C@H](C1=CC=CC=C1)CC(=O)[O-])(C1=CC=CC=C1)C1=CC=CC=C1